ClC=1C=C(C=CC1)C=1C=C(C(=NC1)N)OC(C)C1=C(C(=CC=C1Cl)F)Cl 5-(3-chloro-phenyl)-3-[1-(2,6-dichloro-3-fluoro-phenyl)-ethoxy]-pyridin-2-ylamine